isobutyl mesaconate C(\C(\C)=C\C(=O)[O-])(=O)OCC(C)C